FC1=C(C(=CC=2SC(=CC21)C(CS(=O)(=O)O)=O)OC)OC 2-(4-fluoro-5,6-dimethoxybenzo[b]thiophen-2-yl)-2-oxoethane-1-sulfonic acid